O=S1(CCC(CC1)N1N=CC(=C1C)C=1C=C(C=2N(C1)N=CC2C#N)O[C@H](C)C2=NC=C(C=C2)F)=O (R)-6-(1-(1,1-dioxidotetrahydro-2H-thiopyran-4-yl)-5-methyl-1H-pyrazol-4-yl)-4-(1-(5-fluoropyridin-2-yl)ethoxy)pyrazolo[1,5-a]pyridine-3-carbonitrile